ClC1=CC=C2C(=N1)NC=C2S(=O)(=O)NC2=NC(=C(C=C2F)C)F 6-chloro-N-(3,6-difluoro-5-methylpyridin-2-yl)-1H-pyrrolo[2,3-b]pyridine-3-sulfonamide